COC(=O)C=1N=NC(=CC1)OCCOC 6-(2-methoxy-ethoxy)-pyridazine-3-carboxylic acid methyl ester